N-(1-(2-((tert-butyldimethylsilyl)oxy)ethyl)-2-oxopyrrolidin-3-yl)-2-methyl-5-((4-methylthiazol-5-yl)methoxy)benzofuran-3-carboxamide [Si](C)(C)(C(C)(C)C)OCCN1C(C(CC1)NC(=O)C1=C(OC2=C1C=C(C=C2)OCC2=C(N=CS2)C)C)=O